C(CCCCCCCCCCC)C1=CC=C(C=C1)C(C(C)(C)O)=O 1-(4-dodecylphenyl)-2-hydroxy-2-methylpropan-1-one